ClC1=CC(=CS1)C=1C(=NC(=NC1)NC=1C=NN(C1)C)NC=1C=C(C=CC1F)NC(C=C)=O N-(3-((5-(5-chlorothiophen-3-yl)-2-((1-methyl-1H-pyrazol-4-yl)amino)pyrimidin-4-yl)amino)-4-fluorophenyl)acrylamide